BrC1=CC2=C(N=C(N=C2N[C@H](C)C2=C(C(=CC=C2)C(F)F)F)C)N=C1 (R)-6-bromo-N-(1-(2-fluoro-3-difluoromethylphenyl)ethyl)-2-methylpyrido[2,3-d]pyrimidin-4-amine